C1(CCCCC1)N(C(=O)OCC(C)C)C(C(=O)[O-])CC (cyclohexyl(isobutoxycarbonyl)amino)butanoate